C1(CCCCC1)[SiH2]C1=C(C[SiH](C)C)C=CC=C1 (2-(cyclohexylsilyl)benzyl)dimethylsilane